BrC=1N(N=C2N=C(C=CC21)C2=C(C=C(C=C2C)C(F)(F)F)OCOCC)[C@@H]2CCC(N(C2)C(C)C)=O |r| (R and S)-5-(3-bromo-6-(2-(ethoxymethoxy)-6-methyl-4-(trifluoro-methyl)phenyl)-2H-pyrazolo[3,4-b]pyridin-2-yl)-1-isoprop-ylpiperidin-2-one